4-((R)-1-(3-amino-5-(trifluoromethyl)phenyl)ethylamino)-7-(3-carbamoylpyrrolidin-1-yl)-N,N,2-trimethylpyrido[2,3-d]pyrimidine-6-carboxamide NC=1C=C(C=C(C1)C(F)(F)F)[C@@H](C)NC=1C2=C(N=C(N1)C)N=C(C(=C2)C(=O)N(C)C)N2CC(CC2)C(N)=O